2-((1s,2s)-1-(2-chloro-5-fluorophenyl)-1-(1-(2-cyano-2-methylpropyl)-1H-pyrazol-4-yl)propan-2-yl)-5-hydroxy-N-(isoxazol-4-yl)-1-methyl-6-oxo-1,6-dihydropyrimidine-4-carboxamide ClC1=C(C=C(C=C1)F)[C@@H]([C@H](C)C=1N(C(C(=C(N1)C(=O)NC=1C=NOC1)O)=O)C)C=1C=NN(C1)CC(C)(C)C#N